2-[2-(3,4-difluoro-2-methyl-phenoxy)-3-quinolinyl]-6-methyl-4-oxo-1H-pyridine-3-carboxylic acid ethyl ester C(C)OC(=O)C1=C(NC(=CC1=O)C)C=1C(=NC2=CC=CC=C2C1)OC1=C(C(=C(C=C1)F)F)C